4-(3-Chloroanilino)-2'-{(2R)-2-methyl-3-[(6-methyl-5,6,7,8-tetrahydroquinolin-4-yl)oxy]propyl}-2',3'-dihydrospiro[cyclohexane-1,1'-indene]-4-carboxylic acid ClC=1C=C(NC2(CCC3(C(CC4=CC=CC=C34)C[C@H](COC3=CC=NC=4CCC(CC34)C)C)CC2)C(=O)O)C=CC1